(R)-N-((S)-1-amino-1-oxo-butane-2-yl)-3-(chloromethyl)hexanoamide ethyl-5-((diethoxyphosphoryl)methyl)benzo[b]thiophene-2-carboxylate C(C)OC(=O)C1=CC2=C(S1)C=CC(=C2)CP(=O)(OCC)OCC.NC([C@H](CC)NC(C[C@@H](CCC)CCl)=O)=O